3-morpholinoazetidine O1CCN(CC1)C1CNC1